N[C@H](CO)C1=CC=C(C=C1)Br (S)-2-amino-2-(4-bromophenyl)ethanol